6-(1-Methyl-4-(m-tolyl)-1H-imidazol-5-yl)quinoline CN1C=NC(=C1C=1C=C2C=CC=NC2=CC1)C=1C=C(C=CC1)C